COC=1C=C(C(C=O)=CC1Cl)O 4-methoxy-5-chlorosalicylaldehyde